5-[6-Chloro-5-[(1S,2S)-2-(difluoromethyl)cyclopropyl]pyridazin-3-yl]-1H-pyrimidine-2,4-dione ClC1=C(C=C(N=N1)C=1C(NC(NC1)=O)=O)[C@@H]1[C@H](C1)C(F)F